methyl 2,6-difluoro-4-[[[(3R)-morpholine-3-carbonyl]amino]methyl]benzoate hydrochloride Cl.FC1=C(C(=O)OC)C(=CC(=C1)CNC(=O)[C@@H]1NCCOC1)F